CN(/C=C/C(=O)C1=C2CCOC(C2=CC=C1)CN(C(OC(C)(C)C)=O)C)C (E)-tert-butyl ((5-(3-(dimethylamino)acryloyl)isochroman-1-yl)methyl)(methyl)carbamate